BrC=1C=NC=2N(C=3C=CC(=CC3OC2C1)Br)CCCCCN1CC2(COC2)C1 6,12-dibromo-2-(5-{2-oxa-6-azaspiro[3.3]heptan-6-yl}pentyl)-9-oxa-2,4-diazatricyclo[8.4.0.0^{3,8}]tetradeca-1(10),3(8),4,6,11,13-hexaene